1-bromo-10-heptyl-8,8-dimethyl-7,9,11-trioxa-8-silanonadecane BrCCCCCCO[Si](OC(OCCCCCCCC)CCCCCCC)(C)C